CC1(CCC(CC1)NC1=NN2C(C=N1)=C(C=C2)C2=CC=1C(=NC=CN1)N=C2)NC 1,N1-dimethyl-N4-(5-(pyrido[2,3-b]pyrazin-7-yl)pyrrolo[2,1-f][1,2,4]triazin-2-yl)cyclohexane-1,4-diamine